2,2,3,3-tetrafluoropropyl trifluoroacetate FC(C(=O)OCC(C(F)F)(F)F)(F)F